FC(C1=CC=C(C=N1)COC1=C(C=C(CNC(OC(C)(C)C)=O)C=C1)OC)F tert-butyl (4-((6-(difluoromethyl)pyridin-3-yl)methoxy)-3-methoxybenzyl)carbamate